FC1=CC=C(C=N1)N1N=C(C2=CC=C(C(=C12)C)CO)C=1C2=CN(N=C2C=CC1)C [1-(6-fluoropyridin-3-yl)-2',7-dimethyl-1H,2'H-[3,4'-biindazol]-6-yl]methanol